1-nitro-3-(vinyloxy)benzene [N+](=O)([O-])C1=CC(=CC=C1)OC=C